N,N-dimethyl-4,5,6,7-tetrahydro-2-benzothiophen-5-amine CN(C1CC=2C(=CSC2)CC1)C